N1C[C@H](CCC1)NC([O-])=O (3S)-piperidin-3-ylcarbamate